4-(((2R,5R)-1-(2-(6-benzyl-3,3-dimethyl-5-oxo-2,3,4,5-tetrahydro-1H-pyrrolo[3,2-b]pyridin-1-yl)-2-oxoethyl)-5-methylpiperazin-2-yl)methyl)morpholine-2-carboxamide C(C1=CC=CC=C1)C1=CC2=C(NC1=O)C(CN2C(CN2[C@H](CN[C@@H](C2)C)CN2CC(OCC2)C(=O)N)=O)(C)C